NC1=C(C=NC(=C1F)F)/C=C/C(=O)OC(C)(C)C tert-Butyl (E)-3-(4-amino-5,6-difluoropyridin-3-yl)acrylate